5-(Hydroxymethyl)-1-isopropyl-N'-((3-oxo-1,2,3,5,6,7-hexahydro-s-indacen-4-yl)carbamoyl)-1H-pyrazole-3-sulfonimidamide OCC1=CC(=NN1C(C)C)S(=O)(N)=NC(NC1=C2C(CCC2=CC=2CCCC12)=O)=O